C1(CC1)C=1C(=C2C(C(N(C2=C(C1)F)CC(=O)NC[C@@H]([C@H](C(=O)O)C)C)=O)(C)C)F (2R,3R)-4-(2-(5-cyclopropyl-4,7-difluoro-3,3-dimethyl-2-oxoindolin-1-yl)acetamido)-2,3-dimethylbutanoic acid